FC1=CC=2N(C=C1)C(=CN2)C2=C1CNC(C1=C(C=C2)NC2=NC=C(C=C2)N2CCOC[C@@H](C2)O)=O (R)-4-(7-fluoroimidazo[1,2-a]pyridin-3-yl)-7-((5-(6-hydroxy-1,4-oxazepan-4-yl)pyridin-2-yl)amino)isoindolin-1-one